{3-[(tert-butyldimethylsilyl)oxy]bicyclo[1.1.1]pentan-1-yl}methanol [Si](C)(C)(C(C)(C)C)OC12CC(C1)(C2)CO